C1N(CCC2=CC=CC=C12)CCNC(OC)=O Methyl (2-(3,4-dihydroisoquinolin-2(1H)-yl)ethyl)carbamate